O=C1NC(CCC1N1C(C2=CC=CC(=C2C1=O)NC(COCCNC(OC(C)(C)C)=O)=O)=O)=O tert-butyl (2-(2-((2-(2,6-dioxopiperidin-3-yl)-1,3-dioxoisoindolin-4-yl) amino)-2-oxoethoxy)ethyl)carbamate